Methyl-4-nitro-2-((prop-2-yn-1-yloxy)methyl)benzoate COC(C1=C(C=C(C=C1)[N+](=O)[O-])COCC#C)=O